3,6-bis(bis(2-methoxyethyl)amino)-N2,N2,N5,N5-tetrakis(2-methoxyethyl)pyrazine-2,5-dicarboxamide COCCN(C=1C(=NC(=C(N1)C(=O)N(CCOC)CCOC)N(CCOC)CCOC)C(=O)N(CCOC)CCOC)CCOC